C1([C@H](O)[C@@H](O)[C@@H](O)CO1)Br L-arabinopyranosyl bromide